(E)-methyl 2-(2'-methylphenyl)-2-methoxyiminoacetate CC1=C(C=CC=C1)\C(\C(=O)OC)=N/OC